2-Methyl-2-propanyl 9-(2,4-difluorobenzyl)-5-methoxy-5,6,8,9-tetrahydro-7H-pyrido[4',3':4,5]pyrrolo[2,3-b]Pyridine-7-carboxylate FC1=C(CN2C3=C(C=4C2=NC=CC4)C(CN(C3)C(=O)OC(C)(C)C)OC)C=CC(=C1)F